(1-(1-methylcyclopropyl)-1H-pyrazol-4-yl)cyclopentan-1-ol CC1(CC1)N1N=CC(=C1)C1(CCCC1)O